sodium stearate salt C(CCCCCCCCCCCCCCCCC)(=O)[O-].[Na+]